OC1=C(C(=C(C(=O)OCOC)C(=C1C)C)OCOC)C methoxymethyl 4-hydroxy-2-(methoxymethoxy)-3,5,6-trimethylbenzoate